C(#N)CC(=O)NC[C@H]1N(CCC1)C (S)-2-cyano-N-((1-methylpyrrolidin-2-yl)methyl)acetamide